ClC=1C=CC=2C=3C(=C4C(=CC3C(C2C1)(C)C)C=CC=C4)C4=CC=CC=C4 2-chloro-11,11-dimethyl-5-phenyl-11H-benzo[b]fluorene